bis-[2-(1H-imidazol-4-yl)ethyl]propandiamide N1C=NC(=C1)CCC(C(=O)N)(C(=O)N)CCC=1N=CNC1